2-hydroxyethyl ((1-((3-((5-ethyl-2-methoxyphenyl)sulfonamido)-4-methoxybenzo[d]isoxazol-6-yl)methyl)-1H-pyrazol-4-yl)methyl)carbamate C(C)C=1C=CC(=C(C1)S(=O)(=O)NC1=NOC2=C1C(=CC(=C2)CN2N=CC(=C2)CNC(OCCO)=O)OC)OC